4-(1H-imidazol-1-yl)-N-(6-methylpyridin-3-yl)picolinamide N1(C=NC=C1)C1=CC(=NC=C1)C(=O)NC=1C=NC(=CC1)C